(DL)-pyroglutamate monohydrate O.N1[C@@H](CCC1=O)C(=O)O |r|